ClCC1=CC=C(C=C1)N1C(=NC=2C1=NC=CN2)C=2C(=NC=CC2)N 3-(1-(4-(Chloromethyl)phenyl)-1H-imidazo[4,5-b]pyrazin-2-yl)pyridin-2-amine